CN1N=C(C=C1C)NC1=NC=C(C(=N1)C1=CNC2=C(C=CC=C12)N1CC=2C(=NC=CC2C1=O)C=1C=NC=C(C1)C)C 2-(3-(2-((1,5-dimethyl-1H-pyrazol-3-yl)amino)-5-methylpyrimidin-4-yl)-1H-indol-7-yl)-4-(5-methylpyridin-3-yl)-2,3-dihydro-1H-pyrrolo[3,4-c]pyridin-1-one